2-[4-(1,3-benzoxazol-2-yl)-5-hydroxy-1-methyl-6-oxopyrimidin-2-yl]-N,N-dimethyl-1-(1-methylimidazol-2-yl)-3,4-dihydro-1H-isoquinoline-7-carboxamide O1C(=NC2=C1C=CC=C2)C=2N=C(N(C(C2O)=O)C)N2C(C1=CC(=CC=C1CC2)C(=O)N(C)C)C=2N(C=CN2)C